CN1N=C(C(=C1)[N+](=O)[O-])C(=O)N 1-methyl-4-nitropyrazole-3-carboxamide